[Na+].C1=C(C=CC2=CC3=CC=CC=C3C=C12)S(=O)(=O)[O-] 2-anthracenesulfonic acid, sodium salt